3-CARBAMOYL-5-NITROPHENYLBORONIC ACID C(N)(=O)C=1C=C(C=C(C1)[N+](=O)[O-])B(O)O